2-(phenanthren-2-yl)benzaldehyde C1=C(C=CC=2C3=CC=CC=C3C=CC12)C1=C(C=O)C=CC=C1